NC=1C=CC(=C(C1)N(C(=O)NC)CCC(C)(C)O)F 1-(5-amino-2-fluorophenyl)-1-(3-hydroxy-3-methylbutyl)-3-methylurea